ClC=1C=C2C(=NC1OC)C(=C(N2C)C2=NC(=NN2)[C@@H](C(F)F)O)N2C=NC=C2 (S)-1-(5-(6-chloro-3-(1H-imidazol-1-yl)-5-methoxy-1-methyl-1H-pyrrolo[3,2-b]-pyridin-2-yl)-1H-1,2,4-triazol-3-yl)-2,2-difluoro-ethan-1-ol